(4-amino-1,7-dimethyl-1H-pyrazolo[4,3-c]quinolin-8-yl)(4-fluoro-2-(3-fluoropyridin-2-yl)pyrazolidin-1-yl)methanone NC1=NC=2C=C(C(=CC2C2=C1C=NN2C)C(=O)N2N(CC(C2)F)C2=NC=CC=C2F)C